ClC1=CC=C(C=N1)CN1[C@H](C[C@@]2(CC1)OCCC1=C2C=C(S1)CC)C (2'S,4R)-1'-[(6-chloro-3-pyridyl)methyl]-2-ethyl-2'-methyl-spiro[6,7-dihydrothieno[3,2-c]pyran-4,4'-piperidine]